[Si](C1=CC=CC=C1)(C1=CC=CC=C1)(C(C)(C)C)OCCC=1NC(C2=C(N=C(C(=C2C1C)F)Cl)Cl)=O 3-[2-[tert-butyl(diphenyl)silyl]oxyethyl]-6,8-dichloro-5-fluoro-4-methyl-2H-2,7-naphthyridin-1-one